[Si](C)(C)(C(C)(C)C)O[C@H]1[C@@H](CN(C[C@@H]1C)C1=C2C(=NC=C1C#N)[C@@H](CC2)O[Si](C)(C)C(C)(C)C)NC(OC(C)(C)C)=O tert-butyl [(3R,4R,5S)-4-{[tert-butyl(dimethyl)silyl]oxy}-1-((7R)-7-{[tert-butyl(dimethyl)silyl]oxy}-3-cyano-6,7-dihydro-5H-cyclopenta[b]pyridin-4-yl)-5-methylpiperidin-3-yl]carbamate